3-(azetidin-3-yloxy)-4-{[3-(8-{[(3R,4R)-3-fluorooxan-4-yl]amino}-3-[(trifluoromethyl)sulfanyl]imidazo[1,2-a]pyridin-2-yl)prop-2-yn-1-yl]amino}-N-methylbenzamide N1CC(C1)OC=1C=C(C(=O)NC)C=CC1NCC#CC=1N=C2N(C=CC=C2N[C@H]2[C@H](COCC2)F)C1SC(F)(F)F